3-methyl-7-(piperidin-4-yl)-5-((3-(trifluoromethyl)pyrazin-2-yl)methyl)pyrido[2,3-b]pyrazin-6(5H)-one CC1=CN=C2C(=N1)N(C(C(=C2)C2CCNCC2)=O)CC2=NC=CN=C2C(F)(F)F